NC\C=C(\CN1C=NC2=C1C=C(C=C2C2=CC(=CC=C2)S(NC2CC2)(=O)=O)C(=O)OC)/F methyl (Z)-1-(4-amino-2-fluorobut-2-en-1-yl)-4-(3-(N-cyclopropylsulfamoyl)phenyl)-1H-benzo[d]imidazol-6-carboxylate